[4-(methoxymethyl)-1-(2-trimethylsilylethoxymethyl)pyrazol-3-yl]Boric acid COCC=1C(=NN(C1)COCC[Si](C)(C)C)OB(O)O